6-(2-(6-methylpyridin-2-yl)-5,6-dihydro-cyclopenta[d]imidazol-1(4H)-yl)imidazo[1,2-b]pyridazine-3-carbonitrile CC1=CC=CC(=N1)C1=NC2=C(N1C=1C=CC=3N(N1)C(=CN3)C#N)CCC2